[Cu+2].S1C[NH2+]CC1 tetrahydrothiazolium copper